C1(CCCC1)[C@H](CC#N)O (S)-3-cyclopentyl-3-hydroxypropionitrile